(S)-methyl 2-(((2-methoxy-2-oxoethyl)amino)methyl)-1-(oxetan-2-ylmethyl)-1H-benzo[d]imidazole-6-carboxylate COC(CNCC1=NC2=C(N1C[C@H]1OCC1)C=C(C=C2)C(=O)OC)=O